The molecule is a methanesulfonate salt obtained by reaction of eribulin with one equivalent of methanesulfonic acid. A fully synthetic macrocyclic ketone analogue of marine sponge natural products. Inhibits growth phase of microtubules via tubulin-based antimitotic mechanism, which leads to G2/M cell-cycle block, disruption of mitotic spindles, and, ultimately, apoptotic cell death after prolonged mitotic blockage. It has a role as an antineoplastic agent and a microtubule-destabilising agent. It contains an eribulin(1+). C[C@@H]1C[C@@H]2CC[C@H]3C(=C)C[C@@H](O3)CC[C@]45C[C@@H]6[C@H](O4)[C@H]7[C@@H](O6)[C@@H](O5)[C@@H]8[C@@H](O7)CC[C@@H](O8)CC(=O)C[C@H]9[C@H](C[C@H](C1=C)O2)O[C@@H]([C@@H]9OC)C[C@@H](CN)O.CS(=O)(=O)O